[C-]#N.[Fm+3].CC.[C-]#N.[C-]#N ethane fermium cyanide